ClC1=C(COCCOCCCCCCNC[C@H](O)C2=C(C(=C(C=C2)O)O)C)C(=CC=C1)Cl 4-((R)-2-{6-[2-(2,6-dichlorobenzyloxy)-ethoxy]-hexylamino}-1-hydroxyethyl)-2-hydroxy-methyl-phenol